NCCC(CS(=O)(=O)O)N 2-(2-aminoethyl)-2-aminoethanesulfonic acid